1-[2-fluoro-6-[6-(6-methylpyridazin-3-yl)oxypyrazolo[1,5-a]pyridin-3-yl]-3-pyridyl]ethanone FC1=NC(=CC=C1C(C)=O)C=1C=NN2C1C=CC(=C2)OC=2N=NC(=CC2)C